C(=O)C=1C=C(C=NC1OC)C(=O)OC methyl 5-formyl-6-methoxypyridine-3-carboxylate